3-Phenyl-Propionic Acid C1(=CC=CC=C1)CCC(=O)O